C(=O)C1=NC(=CC(C1OC)=O)OC 2-formyl-3,6-dimethoxypyridin-4-one